isopropyl-p-methoxycinnamate C(C)(C)OC(C=CC1=CC=C(C=C1)OC)=O